6-(4-chlorophenyl)-2-((4-(2-(diethylamino)ethoxy)phenyl)amino)-8-methylpyrido[2,3-d]pyrimidin-7(8H)-one ClC1=CC=C(C=C1)C1=CC2=C(N=C(N=C2)NC2=CC=C(C=C2)OCCN(CC)CC)N(C1=O)C